ClC1=CC=C(C=C1)C1=C(C=CC=C1)CN1C2CN(C(C1)CC2)C=2C=C1C(N(C(C1=CC2F)=O)C2C(NC(CC2)=O)=O)=O 5-(5-((4'-chloro-[1,1'-biphenyl]-2-yl)methyl)-2,5-diazabicyclo[2.2.2]oct-2-yl)-2-(2,6-dioxopiperidin-3-yl)-6-fluoroisoindoline-1,3-dione